3-((6-(2-aminopyridin-4-yl)-1-oxoisoquinolin-2(1H)-yl)methyl)-N-(oxetan-3-yl)benzamide NC1=NC=CC(=C1)C=1C=C2C=CN(C(C2=CC1)=O)CC=1C=C(C(=O)NC2COC2)C=CC1